C(C)OC(CCC(=O)C1=NC2=CC=C(C=C2C(=C1O)C#N)C1=CC=CC=C1)=O 4-(4-Cyano-3-hydroxy-6-phenyl-quinolin-2-yl)-4-oxo-butyric acid ethyl ester